FC1=C(C=CC(=C1)NCCOC)N1C(=NC(=C1)C1=NC(=NC=C1C(F)(F)F)NC1CCN(CC1)S(=O)(=O)C)C 4-(1-(2-Fluoro-4-((2-methoxyethyl)-amino)phenyl)-2-methyl-1H-imidazol-4-yl)-N-(1-(methyl-sulfonyl)piperidin-4-yl)-5-(trifluoro-methyl)pyrimidin-2-amine